N-(5-chloro-6-(2H-1,2,3-triazol-2-yl)pyridin-3-yl)-5-fluoro-4-(3-hydroxypyridin-4-yl)-2-methylbenzamide ClC=1C=C(C=NC1N1N=CC=N1)NC(C1=C(C=C(C(=C1)F)C1=C(C=NC=C1)O)C)=O